C(C1=CC=CC=C1)OC=1C=C(C=CC1)C1CCC(CC1)OC[C@@H]1N([C@@H](C[C@@H]1NS(N(C)C)(=O)=O)C)C(=O)OCC1=CC=CC=C1 benzyl (2R,3S,5R)-2-(((4-(3-(benzyloxy)phenyl)-cyclohexyl)oxy)methyl)-3-((N,N-dimethylsulfamoyl)amino)-5-methylpyrrolidine-1-carboxylate